C(OCC1=C(C=CC=C1)OC)(OC1=CC=C(C=C1)[N+](=O)[O-])=O 2-methoxybenzyl (4-nitrophenyl) carbonate